hexahydro-5H-4-oxa-3,10a,11,13,14-pentaaza-6,9-methanonaphtho[1,8-ab]heptalen C1C2=NC=NC3=C2C(OCC2C4C=CC(=CN32)N4)NC1